FC=1C=C(C=CC1C=1CCNCC1)NC(C1=CC(=C(C=C1)C=1CCNCC1)C)=O N-[3-fluoro-4-(1,2,3,6-tetrahydro-pyridin-4-yl)-phenyl]-3-methyl-4-(1,2,3,6-tetrahydro-pyridin-4-yl)-benzamide